BrC1=CC(=C(C=O)C=C1)OCC1OC1 4-bromo-2-(oxiran-2-ylmethoxy)benzaldehyde